O1C=NC=C1C(N1CCOCC1)C1=CC=C(C=C1)B1OC(C(O1)(C)C)(C)C 4-(oxazol-5-yl(4-(4,4,5,5-tetramethyl-1,3,2-dioxaborolan-2-yl)phenyl)methyl)morpholine